N[C@@H](C(=O)O)CC1=CC=CC2=CC=CC=C12 (R)-2-amino-3-(naphthalen-1-yl)propionic acid